NC1CC(C1)OC=1C(=CC(=NC1)C)C1=CC=2N(C=C1)N=C(C2)NC(=O)C2CC2 N-(5-(5-((1s,3s)-3-aminocyclobutoxy)-2-methylpyridin-4-yl)pyrazolo[1,5-a]pyridin-2-yl)cyclopropanecarboxamide